FC(C(C(C(C(C(C(C(F)(F)F)(F)F)(F)F)(F)F)(F)F)(F)F)(F)F)(F)NC(C(C(C(C(C(C(C(F)(F)F)(F)F)(F)F)(F)F)(F)F)(F)F)(F)F)(F)F di(perfluorooctyl)amine